S1C=NC2=C1C=C(C=C2)\C=C\2/N=C(NC2=O)NC2CCC(CC2)(F)F (4Z)-4-(1,3-benzothiazol-6-ylmethylene)-2-[(4,4-difluorocyclohexyl)amino]-1H-imidazol-5-one